N(=[N+]=[N-])[C@@H]1CC(N(C1)C(=O)OC(C)(C)C)(C(=O)OCC1=CC=CC=C1)CC=CC (4R)-2-Benzyl 1-Tert-Butyl 4-Azido-2-(But-2-Enyl)Pyrrolidine-1,2-Dicarboxylate